(R)-5-((((6-(2-chloro-3-(3-chloro-2-(3-fluoro-5-methoxy-4-(((((S)-oxetan-2-yl)methyl)amino)methyl)phenyl)pyridin-4-yl)phenyl)-2-methoxypyridin-3-yl)methyl)amino)methyl)pyrrolidin-2-one ClC1=C(C=CC=C1C1=C(C(=NC=C1)C1=CC(=C(C(=C1)OC)CNC[C@H]1OCC1)F)Cl)C1=CC=C(C(=N1)OC)CNC[C@H]1CCC(N1)=O